BrC=1C=NN2C1C=CC(=C2C#N)C 3-bromo-6-methyl-pyrazolo[1,5-a]pyridine-7-carbonitrile